6-(naphthalen-1-yl)-1-(piperazin-1-yl)-3-(4-propionylpiperazin-1-yl)-5,6,7,8-tetrahydro-2,6-naphthyridine-4-carbonitrile hydrochloride Cl.C1(=CC=CC2=CC=CC=C12)N1CC=2C(=C(N=C(C2CC1)N1CCNCC1)N1CCN(CC1)C(CC)=O)C#N